N1=CC(=CC=C1)N1CC(C1)O 1-(pyridin-3-yl)azetidin-3-ol